O=C1NC(CCC1N1C(N(C2=C1C=CC(=C2)C2CCN(CC2)C2CCN(CC2)CCC(=O)OC(C)(C)C)C)=O)=O tert-butyl 3-(4-(1-(2,6-dioxopiperidin-3-yl)-3-methyl-2-oxo-2,3-dihydro-1H-benzo[d]imidazol-5-yl)-[1,4'-bipiperidin]-1'-yl)propanoate